COC1=C(C=C(N)C=C1)C1=CC=2C(=CN=CC2)N1 4-methoxy-3-[1H-pyrrolo[2,3-c]pyridin-2-yl]aniline